N-[7-bromo-2-(1-methyl-1H-pyrazol-4-yl)[1,2,4]triazolo[1,5-c]quinazolin-5-yl]-D-valine Methyl-N-[7-bromo-2-(1-methyl-1H-pyrazol-4-yl)[1,2,4]triazolo[1,5-c]quinazolin-5-yl]-D-valinate CN([C@H](C(C)C)C(=O)O)C1=NC=2C(=CC=CC2C=2N1N=C(N2)C=2C=NN(C2)C)Br.BrC2=CC=CC=1C=3N(C(=NC21)N[C@H](C(C)C)C(=O)O)N=C(N3)C=3C=NN(C3)C